1-[(1R)-1-[(3-nitro-4-quinolinyl)amino]ethyl]cyclopent-3-en-1-ol [N+](=O)([O-])C=1C=NC2=CC=CC=C2C1N[C@H](C)C1(CC=CC1)O